tert.-butyl 3-({[6-(3,4-dimethylphenyl)-4-oxo-4,5-dihydropyrazolo[1,5-a]pyrazin-2-yl]-carbonyl}amino)-3-(4-methoxyphenyl)azetidine-1-carboxylate CC=1C=C(C=CC1C)C=1NC(C=2N(C1)N=C(C2)C(=O)NC2(CN(C2)C(=O)OC(C)(C)C)C2=CC=C(C=C2)OC)=O